COC(=O)[C@H](C(=O)N[C@@H](CC1=CC=C(C=C1)NS(O)(=O)=O)C=1SC=C(N1)C=1SC=CC1)CC1=CC=CC=C1 4-{(S)-2-[(S)-2-(Methoxycarbonyl)-3-phenylpropanamido]-2-[4-(thiophen-2-yl)thiazol-2-yl]ethyl}phenylsulfamic acid